2-amino-N-((S)-1-(((2-amino-1H-benzo[d]imidazol-6-yl)methyl)amino)-1-oxopropan-2-yl)-4-phenylbutanamide di-trifluoroacetate FC(C(=O)O)(F)F.FC(C(=O)O)(F)F.NC(C(=O)N[C@H](C(=O)NCC=1C=CC2=C(NC(=N2)N)C1)C)CCC1=CC=CC=C1